CN(C(=O)N1CCC(CC1)C(=O)O)C 1-(Dimethylcarbamoyl)piperidine-4-carboxylic Acid